FC=1C(=C(C=C(C1)CC(C)C)[C@H](C(=O)O)N1C[C@@H](CC1)N(CCCCCC1=NC=2NCCCC2C=C1)C)OC (R)-2-(3-fluoro-5-isobutyl-2-methoxyphenyl)-2-((R)-3-(methyl(5-(5,6,7,8-tetrahydro-1,8-naphthyridin-2-yl)pentyl)amino)pyrrolidin-1-yl)acetic acid